CN1CCC(CC1)C(=O)OC(C)(C)C tert-butyl methyl(piperidin-4-yl)carboxylate